diallylmethylethyl-ethylammonium sulfate sulfur [S+].S(=O)(=O)([O-])[O-].C(C=C)C(CC=C)[NH+](CC)CC